ClC=1C=CC=C2C=CC(=NC12)N([C@H]1[C@@H]([C@H]([C@@H]([C@H](O1)C(=O)O)O)O)O)C1=CC2=C(OC(O2)(F)F)C=C1 (2S,3S,4S,5R,6R)-6-((8-chloroquinolin-2-yl)(2,2-difluorobenzo[d][1,3]dioxol-5-yl)amino)-3,4,5-trihydroxytetrahydro-2H-pyran-2-carboxylic acid